C1(CC1)[C@@H]1C[C@@H](CN(C1)C1=C2C=CC=NC2=C(C=C1)C(F)F)N cis-5-cyclopropyl-1-[8-(difluoromethyl)quinolin-5-yl]piperidin-3-ylamine